O1CCOC2=C1C=CC=C2C2=CC=C(C(=N2)OC)NC2=CC=C(CNC[C@@H]1NCCOC1)C=C2 (S)-3-({4-[6-(2,3-Dihydro-benzo[1,4]dioxin-5-yl)-2-methoxy-pyridin-3-ylamino]-benzylamino}-methyl)-morpholin